N-(1,1-dioxido-2,3-dihydrothiophen-3-yl)-7-isopropyl-2-oxo-1,2-dihydroquinoline-3-carboxamide O=S1(CC(C=C1)NC(=O)C=1C(NC2=CC(=CC=C2C1)C(C)C)=O)=O